6-(2-(4-(2-(4,4-difluoropiperidin-1-yl)-5-fluoropyrimidin-4-yl)-1H-pyrazol-1-yl)-5-nitrophenyl)-6-azaspiro[2.5]octane FC1(CCN(CC1)C1=NC=C(C(=N1)C=1C=NN(C1)C1=C(C=C(C=C1)[N+](=O)[O-])N1CCC2(CC2)CC1)F)F